FC=1C=C(C(=NC1)C1CCN(CC1)C1CC2(CN(C2)C(=O)OCC)CC1)C1=NC=CN=C1 ethyl 6-[4-(5-fluoro-3-pyrazin-2-yl-2-pyridyl)-1-piperidyl]-2-azaspiro[3.4]octane-2-carboxylate